OC=1C(=C(C(=CC1)C)C1=C(C2=C(N=C1)NC(=C2)C=2C=NC(=NC2)N2CCNCC2)C#N)C (R)-5-(3-hydroxy-2,6-dimethylphenyl)-2-(2-(piperazin-1-yl)pyrimidin-5-yl)-1H-pyrrolo[2,3-b]pyridine-4-carbonitrile